NCCC=1C=CC(=NC1)C1=C(C=C(C#N)C=C1)OC=1SC(=NN1)N1CCCC1 4-[5-(2-aminoethyl)pyridin-2-yl]-3-[(5-pyrrolidin-1-yl-1,3,4-thiadiazol-2-yl)oxy]benzonitrile